CC1C(CCCC1)C=C(C(=O)OCCCC)C(=O)OCCCC di-n-butyl (2-methylcyclohexylmethylene)malonate